FC(COC=1C=NC=2N(C1)N=CC2C2=CC=CC(=N2)N[C@H]2CN(C[C@@H]2F)C(=O)OC(C)(C)C)F tert-butyl (3S,4S)-3-[[6-[6-(2,2-difluoroethoxy)pyrazolo[1,5-a]pyrimidin-3-yl]-2-pyridyl]amino]-4-fluoro-pyrrolidine-1-carboxylate